(R)-2-((5-(2-(1-(1,3-dioxolan-2-yl)-4-methylpentan-3-yl)-2,6-diazaspiro[3.4]octan-6-yl)-1,2,4-triazin-6-yl)oxy)-N-ethyl-5-fluoro-N-isopropylbenzamide O1C(OCC1)CC[C@H](C(C)C)N1CC2(C1)CN(CC2)C=2N=CN=NC2OC2=C(C(=O)N(C(C)C)CC)C=C(C=C2)F